N(=[N+]=[N-])C1=CC=C(C=C1)N[C@@H](C)C(=O)O p-azido-phenyl-alanine